ClC1=C(C(=NC2=CC(=CC=C12)OC)C)C1=CC=C(C=C1)C1=CC(=CC=C1)C(F)(F)F 4-Chloro-7-methoxy-2-methyl-3-(3'-(trifluoromethyl)-[1,1'-biphenyl]-4-yl)quinoline